2-((3S)-2,6-Dioxopiperidin-3-yl)-5,6-difluoroisoindoline-1,3-dione O=C1NC(CC[C@@H]1N1C(C2=CC(=C(C=C2C1=O)F)F)=O)=O